NC=1C2=C(N=CN1)N(C=C2)[C@H]2[C@@H]([C@@H]([C@H](C2)C2=CC(=CC=C2)C=2C=NSC2)O)O (1R,2S,3R,5R)-3-(4-amino-7H-pyrrolo[2,3-d]pyrimidin-7-yl)-5-(3-(isothiazol-4-yl)phenyl)cyclopentane-1,2-diol